2-[1-[3-(2,4-Dioxohexahydropyrimidin-1-yl)-1-methyl-indazol-6-yl]-4-hydroxy-4-piperidinyl]acetic acid tert-butyl ester C(C)(C)(C)OC(CC1(CCN(CC1)C1=CC=C2C(=NN(C2=C1)C)N1C(NC(CC1)=O)=O)O)=O